1-(4-fluorophenyl)-4-isobutyrylpiperazine FC1=CC=C(C=C1)N1CCN(CC1)C(C(C)C)=O